Benzyl (S)-(5-amino-6-oxo-6-phenylhexyl)carbamate N[C@@H](CCCCNC(OCC1=CC=CC=C1)=O)C(C1=CC=CC=C1)=O